fumarnitrile C(\C=C\C#N)#N